C(CCCC)O\N=C\1/CCC2=CC(=CC=C12)N (E)-5-amino-2,3-dihydro-1H-inden-1-one O-pentyl oxime